(3S)-3-(6-Methylpyrazin-2-yl)isoxazolidine Hydrochloride Salt Cl.CC1=CN=CC(=N1)[C@H]1NOCC1